2-(1H-imidazol-1-yl)-N-((1r,4r)-4-morpholinocyclohexyl)-5H-pyrrolo[3,2-d]pyrimidine-4-carboxamide N1(C=NC=C1)C=1N=C(C2=C(N1)C=CN2)C(=O)NC2CCC(CC2)N2CCOCC2